dimethoxydopa CON([C@H](C(=O)O)CC1=CC=C(O)C(O)=C1)OC